FC1C(CCN(C1)C1CCC(CC1)C(C)C)N1C=C(C2=CC=CC=C12)CCN 2-(5-fluoro-1-(1-cis-4-isopropylcyclohexyl)piperidin-4-yl-1H-indol-3-yl)ethan-1-amine